C1OCC12[C@@H](CC2)N2N=C(C=C2)C=2C(=C(C=CC2)NC2=NC(=NC=C2C(=O)N)NC2=CC=C(C=C2)C(=O)N2CCOCC2)OC (R)-4-((3-(1-(2-oxaspiro[3.3]heptan-5-yl)-1H-pyrazol-3-yl)-2-methoxyphenyl)amino)-2-((4-(morpholine-4-carbonyl)phenyl)amino)pyrimidine-5-carboxamide